1-(2-(2-methyl-2H-[1,2,3]triazolo[4,5-b]pyridin-6-yl)thieno[2,3-d]pyrimidin-6-yl)-3-(trifluoromethyl)cyclobutanol CN1N=C2C(N=CC(=C2)C=2N=CC3=C(N2)SC(=C3)C3(CC(C3)C(F)(F)F)O)=N1